7-(5-bromo-2-methoxyphenyl)-5H-pyrrolo[3,2-d]pyrimidin-2-amine BrC=1C=CC(=C(C1)C1=CNC2=C1N=C(N=C2)N)OC